ClC1=C(C=C(C(=C1)F)N1C(C=2CCCCC2C1=O)=O)[NH-] N-(2-chloro-5-(1,3-dioxo-1,3,4,5,6,7-hexahydro-2H-isoindol-2-yl)-4-fluorophenyl)amide